(S)-N-(5-((6-(3-(3-fluoro-5-(3-fluorophenoxy)phenyl)isoxazolidin-2-yl)pyrimidine-4-yl)amino)-4-methoxy-2-(4-methylpiperazin-1-yl)phenyl)acrylamide FC=1C=C(C=C(C1)OC1=CC(=CC=C1)F)[C@H]1N(OCC1)C1=CC(=NC=N1)NC=1C(=CC(=C(C1)NC(C=C)=O)N1CCN(CC1)C)OC